N-((1S,3r)-3-(5-(5-ethoxypyridin-2-yl)-4-(2-fluorophenyl)-4H-1,2,4-triazol-3-yl)cyclobutyl)quinoline-2-carboxamide C(C)OC=1C=CC(=NC1)C=1N(C(=NN1)C1CC(C1)NC(=O)C1=NC2=CC=CC=C2C=C1)C1=C(C=CC=C1)F